[Na].OC1=C(C(=O)C2=C(C=C(C=C2)OC)O)C=C(C(=C1)OC)S(=O)(=O)O 2,2'-dihydroxy-4,4'-dimethoxy-5-sulfobenzophenone sodium